1-((1r,3r,5s)-8-(3-(trifluoromethyl)-1,2,4-oxadiazol-5-yl)-8-azabicyclo[3.2.1]oct-3-yl)piperidine-4-carboxylic acid hydrochloride Cl.FC(C1=NOC(=N1)N1[C@H]2CC(C[C@@H]1CC2)N2CCC(CC2)C(=O)O)(F)F